9-chloro-4-[(2,4-dichloropyrimidin-5-yl)methyl]-7-(5-fluoroindol-1-yl)-3,5-dihydro-2H-1,4-benzoxazepine ClC1=CC(=CC=2CN(CCOC21)CC=2C(=NC(=NC2)Cl)Cl)N2C=CC1=CC(=CC=C21)F